N-(2-chloro-7-(4-methylbenzenesulfonyl)-7H-pyrrolo[2,3-d]pyrimidin-4-yl)-5-methyl-1H-pyrazol-3-amine ClC=1N=C(C2=C(N1)N(C=C2)S(=O)(=O)C2=CC=C(C=C2)C)NC2=NNC(=C2)C